C([C@@H]1[C@H]([C@@H]([C@H]([C@@H](O1)O[C@@H]2[C@H](O[C@@H]([C@@H]([C@H]2O)O)O)CO)O)O)O)O α-D-cellobiose